C(C)(C)(C)OC(=O)NC=1SC2=C(C1)C(=C(C=C2)F)C=2C1=C(C=3C(=NC(=NC3C2F)SCC)N2C3CN(CC2CC3)C(=O)OC(C)(C)C)COC1 tert-butyl 8-[6-[2-(tert-butoxycarbonylamino)-5-fluoro-benzothiophen-4-yl]-3-ethylsulfanyl-5-fluoro-7,9-dihydrofuro[3,4-f]quinazolin-1-yl]-3,8-diazabicyclo[3.2.1]octane-3-carboxylate